ethylenedioxythiophene sodium p-styrenesulfonate C=CC1=CC=C(C=C1)S(=O)(=O)[O-].[Na+].C1OC=2SC=CC2OC1